CC1=CC=2C=3N(C(=NC2C(=C1)[C@@H](C)NC1=C(C(=O)O)C=CC=C1)N1CCCCC1)N=CN3 (R)-2-((1-(9-methyl-5-(piperidin-1-yl)-[1,2,4]triazolo[1,5-c]quinazolin-7-yl)ethyl)amino)benzoic acid